2,5-dimethyl-5-nitrohexanal CC(C=O)CCC(C)([N+](=O)[O-])C